(tert-butyl)dimethyl-silane C(C)(C)(C)[SiH](C)C